C(C)(C)(C)OC(=O)N1CC=2N(CC1)C=C(N2)CO.OCC=2N=C1N(CCN(C1)C(=O)OC(C)(C)C)C2 tert-Butyl 2-(hydroxymethyl)-5,6-dihydroimidazo[1,2-a]pyrazine-7(8H)-carboxylate tert-Butyl-2-(hydroxymethyl)-5,6-dihydroimidazo[1,2-a]pyrazine-7(8H)-carboxylate